1-(1-(3-chloro-4-fluorophenyl)-2-(methylamino)ethyl)-4-(3-(2-methylpyridin-4-yl)-1H-indazol-5-yl)pyridin-2(1H)-one ClC=1C=C(C=CC1F)C(CNC)N1C(C=C(C=C1)C=1C=C2C(=NNC2=CC1)C1=CC(=NC=C1)C)=O